C1=CC=CC=2C3=CC=CC=C3C(C12)COC(=O)N(C(C(=O)O)CC1=CC(=C(C(=C1)F)C(F)(F)F)F)C 2-((((9H-Fluoren-9-yl)methoxy)carbonyl)(methyl)amino)-3-(3,5-difluoro-4-(trifluoromethyl)phenyl)propanoic acid